C(C1=CC=CC=C1)OCCOC1=C(C=CC(=C1)Cl)CC(=O)O 2-(2-(2-(benzyloxy)ethoxy)-4-chlorophenyl)acetic acid